(R)-2-cyclopropyl-4-(8-methyl-5,6,7,8-tetrahydro-[1,2,4]triazolo[4,3-a]pyrazin-3-yl)thiazole C1(CC1)C=1SC=C(N1)C1=NN=C2N1CCN[C@@H]2C